(7-(2-Fluoro-6-methylphenyl)-2-azaspiro[3.5]nonan-2-yl)((1s,3s)-3-hydroxy-3-methylcyclobutyl)methanon FC1=C(C(=CC=C1)C)C1CCC2(CN(C2)C(=O)C2CC(C2)(C)O)CC1